(S)-N-((R)-(4-chlorophenyl)(7,7-difluoro-bicyclo[4.2.0]oct-1(6),2,4-trien-3-yl)methyl)-2-oxoimidazolidine-4-carboxamide ClC1=CC=C(C=C1)[C@@H](NC(=O)[C@H]1NC(NC1)=O)C1=CC=2CC(C2C=C1)(F)F